N-tert-butyloxycarbonyllysine methyl ester hydrochloride Cl.COC([C@@H](NC(=O)OC(C)(C)C)CCCCN)=O